ClC(C1=NC(=NC(=N1)C(Cl)(Cl)Cl)C=CC1=CC=C(C=C1)OC)(Cl)Cl 2,4-bis(trichloromethyl)-6-p-methoxyphenylvinyl-s-triazine